FC(C=1C=C(C[C@H]2CC3(CN(C3)C=O)CC2)C=CC1)(F)F ((S)-6-(3-(trifluoromethyl)benzyl)-2-azaspiro[3.4]octan-2-yl)methanon